2-((4,4-dimethylpiperidin-1-yl)methyl)-6-((4-(5-(2-methylpyrrolidin-1-yl)pyridin-3-yl)-1H-1,2,3-triazol-1-yl)methyl)-1H-indole CC1(CCN(CC1)CC=1NC2=CC(=CC=C2C1)CN1N=NC(=C1)C=1C=NC=C(C1)N1C(CCC1)C)C